N-((1r,4r)-4-((8-cyanoquinolin-5-yl)oxy)cyclohexyl)benzamide C(#N)C=1C=CC(=C2C=CC=NC12)OC1CCC(CC1)NC(C1=CC=CC=C1)=O